C(C1=CC=CC=C1)(=O)N1CN(C=CC1)[C@@H]1O[C@@H]([C@H]([C@H]1COC)O)CO 3-benzoyl-1-((2R,3R,4S,5R)-4-hydroxy-5-(hydroxymethyl)-3-(methoxymethyl)tetrahydrofuran-2-yl)pyrimidine